ClC1=C(C(=CC=C1)Cl)C1=CC2=C(N=C(N=C2)NC2=CC=C(N=N2)OCCN2CC3N(C(C2)C3)C(=O)OC(C)(C)C)N(C1=O)C tert-butyl 3-[2-[6-[[6-(2,6-dichlorophenyl)-8-methyl-7-oxo-pyrido[2,3-d]pyrimidin-2-yl]amino]pyridazin-3-yl]oxyethyl]-3,6-diazabicyclo[3.1.1]heptane-6-carboxylate